3-Bromo-2-[2-(3,4-difluoro-2-methyl-phenoxy)-3-quinolinyl]-5,6-dimethyl-1H-pyridin-4-one BrC1=C(NC(=C(C1=O)C)C)C=1C(=NC2=CC=CC=C2C1)OC1=C(C(=C(C=C1)F)F)C